OCC=1C=C(C=2C=CNC2C1)O 6-(hydroxymethyl)-1H-indol-4-ol